C(C1=CC=CC=C1)[C@@](C(=O)NC=1C(=NC2=C(C=CC=C2C1)F)C)(CC(F)(F)F)C (R)-2-benzyl-4,4,4-trifluoro-N-(8-fluoro-2-methyl-3-quinolinyl)-2-methyl-butyramide